NC[C@H]1NC([C@H](SCC1)C=1C=C(C=CC1)C=1C=C(C#N)C=CC1)=O 3-[3-[(2R,5S)-5-(aminomethyl)-3-oxo-1,4-thiazepan-2-yl]phenyl]benzonitrile